(S)-6-((4,6-dimethyl-2-oxo-1,2-dihydropyridin-3-yl)methyl)-2-(trans-4-(dimethylamino)cyclohexyl)-2,4-dimethyl-9-(thiophen-3-yl)-7,8-dihydro-[1,3]dioxolo[4,5-g]isoquinolin-5(6H)-one CC1=C(C(NC(=C1)C)=O)CN1C(C=2C(=C3C(=C(C2CC1)C1=CSC=C1)O[C@@](O3)(C)[C@@H]3CC[C@H](CC3)N(C)C)C)=O